4-[4-fluoro-1-([1,2,4]triazolo[1,5-a]pyrimidin-7-yl)piperidine-4-carbonyl]-3,5-dihydro-2H-pyrido[3,4-f][1,4]oxazepine-9-carbonitrile FC1(CCN(CC1)C1=CC=NC=2N1N=CN2)C(=O)N2CCOC1=C(C2)C=NC=C1C#N